4-(8-amino-3-((2S)-1-(9-((2-(2,6-dioxopiperidin-3-yl)-1,3-dioxoisoindoline-4-yl)amino)nonyl)pyrrolidin-2-yl)imidazo[1,5-a]pyrazin-1-yl)-N-(pyridin-2-yl)benzamide NC=1C=2N(C=CN1)C(=NC2C2=CC=C(C(=O)NC1=NC=CC=C1)C=C2)[C@H]2N(CCC2)CCCCCCCCCNC2=C1C(N(C(C1=CC=C2)=O)C2C(NC(CC2)=O)=O)=O